ICCNC(O)=O.C(N)(OCCI)=O 2-iodoethyl carbamate (2-iodoethyl carbamate)